(4-cyanophenyl)-4-nitro-1H-pyrazole-5-carboxylic acid ethyl ester C(C)OC(=O)C1=C(C=NN1C1=CC=C(C=C1)C#N)[N+](=O)[O-]